6-[4-[acetyl(cyclopropylmethyl)amino]-3-chloro-phenyl]-N-[2-(6-methyl-3-pyridyl)ethyl]pyridine-3-carboxamide C(C)(=O)N(C1=C(C=C(C=C1)C1=CC=C(C=N1)C(=O)NCCC=1C=NC(=CC1)C)Cl)CC1CC1